S(=O)(=O)(OC(CN)=O)[O-] glycyl sulfate